C(C1=CC=CC=C1)OC=1C=C(C(=O)OC=2C=C(C(=O)OC=3C=C(C(=O)OC=4C=C(C(=O)OC=5C=C(C(=O)OC6CCCCC6)C=C(C5O)O)C=C(C4O)O)C=CC3O)C=C(C2O)O)C=C(C1O)O cyclohexyl 3-((3-((3-((3-((3-(benzyloxy)-4,5-dihydroxybenzoyl) oxy)-4,5-dihydroxybenzoyl) oxy)-4-hydroxybenzoyl) oxy)-4,5-dihydroxybenzoyl) oxy)-4,5-dihydroxybenzoate